FC(OC[C@@H](C1=CC(=CC=C1)OC(F)F)NC(C[C@@](CC(C)C)(C)O)=O)F (S)-N-((R)-2-(Difluoromethoxy)-1-(3-(difluoromethoxy)phenyl)ethyl)-3-hydroxy-3,5-dimethylhexanamid